7-fluoro-L-tryptophan FC1=C2NC=C(C[C@H](N)C(=O)O)C2=CC=C1